FC=1C=C2C=3CC(CCC3NC2=CC1)CNCCCC(C1=CC=C(C=C1)F)C1=CC=C(C=C1)F N-((6-fluoro-2,3,4,9-tetrahydro-1H-carbazol-3-yl)methyl)-4,4-bis(4-fluorophenyl)butan-1-amine